3-Benzyl-1-(4-bromophenyl)-1-((1r,4r)-4-((5-cyanopyridin-2-yl)amino)cyclohexyl)urea C(C1=CC=CC=C1)NC(N(C1CCC(CC1)NC1=NC=C(C=C1)C#N)C1=CC=C(C=C1)Br)=O